4'-((1R,5S)-3,8-Diazabicyclo[3.2.1]octan-3-yl)-2'-(((S)-1-methylpyrrolidin-2-yl)methoxy)-3,4,5',8'-tetrahydro-2H,6'H-spiro[naphthalene-1,7'-quinazolin]-7-ol [C@H]12CN(C[C@H](CC1)N2)C2=NC(=NC=1CC3(CCC21)CCCC2=CC=C(C=C23)O)OC[C@H]2N(CCC2)C